N1(C=NC=C1)C=1C=C(C(=O)O)C=CC1 m-(1-Imidazolyl)benzoic acid